(5-chloroindan-1-yl)-4-nitro-benzamide ClC=1C=C2CCC(C2=CC1)C1=C(C(=O)N)C=CC(=C1)[N+](=O)[O-]